C1(CCC1)C1=C(C=C(C=C1)[C@H](C1=CC=CC=C1)NC(=O)[C@H]1[C@H](CCC1)C(=O)O)F (1S,2R)-2-(((S)-(4-cyclobutyl-3-fluorophenyl)(phenyl)methyl)carbamoyl)cyclopentane-1-carboxylic acid